1-(4-(4-methoxy-3-nitrophenoxy)phenyl)ethan-1-one COC1=C(C=C(OC2=CC=C(C=C2)C(C)=O)C=C1)[N+](=O)[O-]